CC1=C(C=NC=2OCCNC21)C=2C1=C(N=C(N2)NC2=CC(=CC=C2)N2CCN(CC2)C)CNCC1 {8-methyl-1H,2H,3H-pyrido[2,3-b][1,4]oxazin-7-yl}-N-[3-(4-methylpiperazin-1-yl)phenyl]-5H,6H,7H,8H-pyrido[3,4-d]pyrimidin-2-amine